(2s,5'r)-7-chloro-4-ethoxy-6-[5-(1-hydroxy-1-methyl-ethyl)-1,3,4-oxadiazol-2-yl]-3'-methoxy-5'-methyl-spiro[benzofuran-2,4'-cyclohex-2-ene]-1',3-dione ClC1=C(C=C(C=2C([C@]3(C(=CC(C[C@H]3C)=O)OC)OC21)=O)OCC)C=2OC(=NN2)C(C)(C)O